FC(C(C1=CC=C(C=C1)F)N1N=C(C(=C1)C1=CC=CC(=N1)C1=C(C=2N(C=C1)N=C(N2)N)F)C)(C)F 7-(6-(1-(2,2-difluoro-1-(4-fluorophenyl)propyl)-3-methyl-1H-pyrazol-4-yl)pyridin-2-yl)-8-fluoro-[1,2,4]triazolo[1,5-a]pyridin-2-amine